3,6-dimethoxynaphthonitrile COC=1C=C(C2=CC=C(C=C2C1)OC)C#N